N-[5-(1H-benzimidazol-2-yl)-4-methyl-1H-pyrazol-3-yl]-3-chloro-4-methoxy-benzamide N1C(=NC2=C1C=CC=C2)C2=C(C(=NN2)NC(C2=CC(=C(C=C2)OC)Cl)=O)C